FC=1C(=NC(=NC1)NC=1C=CC=2N(C1)C=NC2CO)C2=CNC1=C(C=CC=C21)NC([C@@H](COC)N2CCN(CC2)C)=O (R)-N-[3-(5-fluoro-2-[[1-(hydroxymethyl)imidazo[1,5-a]pyridin-6-yl]amino]pyrimidin-4-yl)-1H-indol-7-yl]-3-methoxy-2-(4-methylpiperazin-1-yl)propanamide